1-(1-(2,3-dihydrobenzo[b][1,4]dioxin-6-yl)ethyl)piperazine O1C2=C(OCC1)C=C(C=C2)C(C)N2CCNCC2